ClC=1C(=CC2=C(OCO2)C1C=1CCCNCC1)NC1=NC(=CC(=N1)NC)C N2-[6-chloro-7-(2,3,4,7-tetrahydro-1H-azepin-5-yl)-1,3-benzodioxol-5-yl]-N4,6-dimethyl-pyrimidine-2,4-diamine